FC1=C2C(=NNC2=CC=C1)CCN(C)C 2-(4-fluoro-1H-indazol-3-yl)-N,N-dimethylethan-1-amine